1-(6-Chloro-3-(4-(cyclopentylcarbonyl)piperazine-1-carbonyl)benzyl)quinazoline-2,4(1H,3H)-dione ClC1=CC=C(C=C1CN1C(NC(C2=CC=CC=C12)=O)=O)C(=O)N1CCN(CC1)C(=O)C1CCCC1